5-fluoro-2-((4-(7-((1-(2-hydroxyethyl)-2-oxo-2,3-dihydro-1H-benzo[d]imidazol-5-yl)methyl)-2,7-diazaspiro[4.4]nonan-2-yl)pyrimidin-5-yl)oxy)-N-isopropyl-N-methylbenzamide FC=1C=CC(=C(C(=O)N(C)C(C)C)C1)OC=1C(=NC=NC1)N1CC2(CC1)CN(CC2)CC2=CC1=C(N(C(N1)=O)CCO)C=C2